(2-amino-5-bromo-6-(4-fluorophenyl)pyrimidin-4-yl)-2-(3-fluoropyridin-2-yl)acetoacetylHydrazine NC1=NC(=C(C(=N1)N(N)C(C(C(=O)C)C1=NC=CC=C1F)=O)Br)C1=CC=C(C=C1)F